FC(C(C(C)(C)C)=O)C(C(C(C(F)(F)F)(F)F)(F)F)=O 4,6,6,7,7,8,8,8-octafluoro-2,2-dimethyloctane-3,5-dione